tetrahydrofuran-3-yl (2-((2-(2-(difluoromethoxy)-7-methylquinoxalin-5-yl)benzo[d]thiazol-6-yl)oxy) ethyl)carbamate FC(OC1=NC2=CC(=CC(=C2N=C1)C=1SC2=C(N1)C=CC(=C2)OCCNC(OC2COCC2)=O)C)F